lithium bis(1,2-benzenediol) C=1(C(=CC=CC1)O)O.C=1(C(=CC=CC1)O)O.[Li]